C(CCCCCCCCCCCCCCCCC)(=O)[O-].[Sr+2].C(CCCCCCCCCCCCCCCCC)(=O)[O-] Strontium stearat